2-Chloro-5-fluoro-6-(trifluoromethyl)pyridin-3-amine ClC1=NC(=C(C=C1N)F)C(F)(F)F